tert-Butyl oxazol-2-ylcarbamate O1C(=NC=C1)NC(OC(C)(C)C)=O